FC1=C(C#N)C(=C(C(=C1F)C#N)F)F 2,3,5,6-tetra-fluoroterephthalonitrile